C(C)(C)(C)C=1C=C(N(N1)C)C(=O)C1=C(C=CC(=C1)C#N)C1=NC=C(C=N1)CN(C(OC(C)(C)C)=O)C(=O)OC(C)(C)C tert-Butyl N-[[2-[2-(5-tert-butyl-2-methylpyrazole-3-carbonyl)-4-cyanophenyl]pyrimidin-5-yl]methyl]-N-[(2-methylpropan-2-yl)oxycarbonyl]carbamate